FCCCNCCOC1=CC(=C(C#N)C=C1)[C@H]1N([C@@H](CC2=C1NC1=CC=CC=C21)C)CC(F)(F)F 4-(2-((3-fluoropropyl)amino)ethoxy)-2-((1R,3R)-3-methyl-2-(2,2,2-trifluoroethyl)-2,3,4,9-tetrahydro-1H-pyrido[3,4-b]indol-1-yl)benzonitrile